FC(S(=O)(=O)N1C=CC=2C=NC(=CC21)C(=O)OC)F methyl 1-((difluoromethyl)sulfonyl)-1H-pyrrolo[3,2-c]pyridine-6-carboxylate